2-((1S,2S)-1-(2-cyanophenyl)-1-(3,5-dimethyl-1H-pyrazol-4-yl)propan-2-yl)-5-hydroxy-N-(isoxazol-4-yl)-1-methyl-6-oxo-1,6-dihydropyrimidine-4-carboxamide C(#N)C1=C(C=CC=C1)[C@H]([C@H](C)C=1N(C(C(=C(N1)C(=O)NC=1C=NOC1)O)=O)C)C=1C(=NNC1C)C